(S)-4-(1,1-Dioxo-4-oxo-1,2,5-thiadiazolidin-2-yl)-3-fluoro-5-hydroxy-N-(piperidin-3-yl)benzamide O=S1(N(CC(N1)=O)C1=C(C=C(C(=O)N[C@@H]2CNCCC2)C=C1O)F)=O